pyridinium (2S,5R)-7-oxo-6-(sulfooxy)-N'-(tetrahydro-2H-pyran-4-ylcarbonyl)-1,6-diazabicyclo[3.2.1]octane-2-carbohydrazide O=C1N([C@@H]2CC[C@H](N1C2)C(=O)NNC(=O)C2CCOCC2)OS(=O)(=O)O.[NH+]2=CC=CC=C2